5-(4-((1,4-Dioxazin-2-yl)methoxy)-3-cyclopropylphenyl)-2-oxo-6-(trifluoromethyl)-1,2-dihydropyridine-3-carboxamide O1N(COC=C1)COC1=C(C=C(C=C1)C=1C=C(C(NC1C(F)(F)F)=O)C(=O)N)C1CC1